NC1CC(C1)OC1=C(C=C(C=C1)F)[C@@H]1N(CCC1)C1=NC=2N(C=C1)N=CC2C(=O)O 5-((R)-2-(2-((1s,3S)-3-aminocyclobutoxy)-5-fluorophenyl)pyrrolidin-1-yl)pyrazolo[1,5-a]pyrimidine-3-carboxylic acid